Methyl 5-chloro-3,4-dimethoxy-2-methylbenzoate ClC=1C(=C(C(=C(C(=O)OC)C1)C)OC)OC